5-(3-Chlorophenyl)-3-(2,3-dihydro-1,4-benzodioxin-6-yl)-1H-pyrazole ClC=1C=C(C=CC1)C1=CC(=NN1)C1=CC2=C(OCCO2)C=C1